N,N'-bis({3-[bis(2-hydroxydodecyl)amino]propyl})-3-hydroxy-3-methylpentanediamide OC(CN(CCCNC(CC(CC(=O)NCCCN(CC(CCCCCCCCCC)O)CC(CCCCCCCCCC)O)(C)O)=O)CC(CCCCCCCCCC)O)CCCCCCCCCC